C1(CC1)S(=O)(=O)C1=C(C=C(C=C1)B1OC(C(O1)(C)C)(C)C)C 2-(4-(cyclopropylsulfonyl)-3-methylphenyl)-4,4,5,5-tetramethyl-1,3,2-dioxaborolane